[NH2+]=C(O)N.N=C=N carbodiimide, uronium salt